CN1C(C(=CC2=C1N=C(N=C2)SC)N2C(CN(CC2)C(=O)OC(C)(C)C)=O)=O tert-butyl 4-(8-methyl-2-methylsulfanyl-7-oxo-pyrido[2,3-d]pyrimidin-6-yl)-3-oxo-piperazine-1-carboxylate